CC=1OC(=CN1)C=1C=C2C=C(N=CC2=CC1)NC(=O)[C@@H]1C[C@H](C1)N1CCN(CC1)C trans-N-(6-(2-methyloxazol-5-yl)isoquinolin-3-yl)-3-(4-methylpiperazin-1-yl)cyclobutane-1-carboxamide